C1(=CC=CC=C1)SN1C=2C=CC=CC2C(C2=CC=CC=C12)=O N-phenylthioacridone